ditert-butyl 6,7-dihydro-4H-imidazo[4,5-c]pyridine-1,5-dicarboxylate N1(C=NC=2CN(CCC21)C(=O)OC(C)(C)C)C(=O)OC(C)(C)C